CC[C@@H](CCC)OC1=NN2C(C(=N1)N)=NC=C2CC=2C=NC(=C(C2)C)N2CCNCC2 (S)-2-(hexan-3-yloxy)-7-((5-methyl-6-(piperazin-1-yl)pyridin-3-yl)methyl)imidazo[2,1-f][1,2,4]triazin-4-amine